ClC1=NC=C(C(=N1)C=1C(=NN(C1)COCC[Si](C)(C)C)C)Cl 2,5-dichloro-4-(3-methyl-1-((2-(trimethylsilyl)ethoxy)methyl)-1H-pyrazol-4-yl)pyrimidine